FC1(CCC(CC1)CN1N=CC(=C1C(=O)NC1=CC(=NC=C1)C(=O)N)C(F)(F)F)F 4-[[2-[(4,4-difluorocyclohexyl)methyl]-4-(trifluoromethyl)pyrazole-3-carbonyl]amino]pyridine-2-carboxamide